[Si](C)(C)(C(C)(C)C)OCCC1=CC=C(C=C1)C1(CC1)N 1-(4-2-[(tert-butyldimethylsilyl)oxy]ethylphenyl)cyclopropan-1-amine